DIBENZOXANTHEN C1=CC=CC2=C3C(=C4OC=5C=CC=CC5CC4=C21)C=CC=C3